FC=1C=C(C=NC1C)[C@@H]1CC[C@H]2OC3(C(N21)=O)CCN(CC3)C3=CC=C(C(=N3)C)C#N 6-[(5'S,7a'R)-5'-(5-fluoro-6-methylpyridin-3-yl)-3'-oxotetrahydro-1H,3'H-spiro[piperidine-4,2'-pyrrolo[2,1-b][1,3]oxazol]-1-yl]-2-methylpyridine-3-carbonitrile